BrC1=CC2=C(N(C=N2)COCC[Si](C)(C)C)C(=C1)C1OCCO1 5-bromo-7-(1,3-dioxolan-2-yl)-1-{[2-(trimethylsilyl)ethoxy]methyl}-1,3-benzodiazole